FC(CO[C@@H]1[C@@H](CC1)NC1=C(C(OC(=C1)C(=O)NC=1SC(=NN1)N1N=CC=C1C)=O)OC)F 4-(((1R,2S)-2-(2,2-difluoroethoxy)cyclobutyl)amino)-3-methoxy-N-(5-(5-methyl-1H-pyrazol-1-yl)-1,3,4-thiadiazol-2-yl)-2-oxo-2H-pyran-6-carboxamide